2-(cyclohexylimino)ethyl bromide C1(CCCCC1)N=CCBr